[Be].N1(C=CC2=CC=CC=C12)C[C@H](C)O (S)-1-(1H-indol-1-yl)propan-2-ol beryllium